N-(2-(1-(6-(2-hydroxyethoxy)-7-methoxyquinolin-4-yl)piperidin-4-yl)propyl)aminosulfonamide formate salt C(=O)O.OCCOC=1C=C2C(=CC=NC2=CC1OC)N1CCC(CC1)C(CNNS(=O)=O)C